Cl.N[C@@H]1CN(CC[C@H]1F)C1=NC2=C(N1CC1=NC=C(C=N1)OC)C=CC(=C2)C#N 2-((3R,4R)-3-amino-4-fluoropiperidin-1-yl)-1-((5-methoxypyrimidin-2-yl)methyl)-1H-benzo[d]imidazole-5-carbonitrile hydrochloride